16-((1-methylethyl)sulfonamido)hexadecanoic acid CC(C)S(=O)(=O)NCCCCCCCCCCCCCCCC(=O)O